(S)-(6-(4-((4-(1H-pyrazol-4-yl)phenyl)amino)pyrimidin-2-yl)-1H-indol-2-yl)(3-hydroxypyrrolidin-1-yl)methanone N1N=CC(=C1)C1=CC=C(C=C1)NC1=NC(=NC=C1)C1=CC=C2C=C(NC2=C1)C(=O)N1C[C@H](CC1)O